(S)-7-(2-((2-ethyl-4-((R)-4-(2-hydroxyethyl)-3-methylpiperazin-1-yl)phenyl)amino)-5-(trifluoromethyl)pyrimidin-4-yl)-5-methyl-2,3-dihydro-5H-thieno[3,2-e][1,4]oxathiepine 1,1-dioxide C(C)C1=C(C=CC(=C1)N1C[C@H](N(CC1)CCO)C)NC1=NC=C(C(=N1)C1=CC=2S(CCO[C@H](C2S1)C)(=O)=O)C(F)(F)F